3-((5-fluoro-7-methyl-1H-indol-6-yl)amino)propionic acid FC=1C=C2C=CNC2=C(C1NCCC(=O)O)C